C1(CC1)C#CC=1C=C(C(=O)OC)C=CC1C1=CN(C2=NC=C(C=C21)C=2C(=NOC2C)C)[C@@H](C)C2=NC=CC=C2 methyl (S)-3-(cyclopropylethynyl)-4-(5-(3,5-dimethylisoxazol-4-yl)-1-(1-(pyridin-2-yl)ethyl)-1H-pyrrolo[2,3-b]pyridin-3-yl)benzoate